C(C1=CC=CC=C1)OC=1C=C(C2=CC=CC=C2C1)Br 3-benzyloxy-1-bromo-naphthalene